BrC1=NC=CC=C1C 2-bromo-3-methyl-pyridine